2-(6-fluoro-1H-indol-5-yl)acetic acid FC1=C(C=C2C=CNC2=C1)CC(=O)O